tert-butyl 3-iodo-2-(4-methoxyphenyl)-6,7-dihydropyrazolo[1,5-a]pyrazine-5(4H)-carboxylate IC=1C(=NN2C1CN(CC2)C(=O)OC(C)(C)C)C2=CC=C(C=C2)OC